ClC=1C=NC=2N(C1)C=C(N2)C(=O)OC methyl 6-chloroimidazo[1,2-a]pyrimidine-2-carboxylate